C1=CC=CC=2C3=CC=CC=C3C(C12)COC(=O)N(CC(=O)O)CC(C)C 2-[9H-fluoren-9-yl-methoxycarbonyl-(2-methyl-propyl)amino]acetic acid